ClC=1C=CC(=C(C(=O)NC2=C(C=C(C=C2)C(F)(F)F)Cl)C1)NS(=O)(=O)N1CCC(CC1)CN1CCNCC1 5-chloro-N-(2-chloro-4-(trifluoromethyl)phenyl)-2-{[(4-[(piperazin-1-yl)methyl]piperidine-1-yl)sulfonyl]amino}benzamide